2-(2-((R)-1-(2-(4-chlorophenyl)propan-2-yl)-3-((R or S)-3,3-difluorooxetan-2-yl)pyrrolidin-3-yl)ethyl)-5-(methylsulfonyl)pyridine ClC1=CC=C(C=C1)C(C)(C)N1C[C@@](CC1)([C@H]1OCC1(F)F)CCC1=NC=C(C=C1)S(=O)(=O)C |o1:15|